1,1-dimethyl-4,4'-bipyridinium dichloride [Cl-].[Cl-].C[N+]1(CC=C(C=C1)C1=CC=[NH+]C=C1)C